C1(=CC=CC=C1)NC1=CC=2C=CC=CC2C2=C1OC1=C2C2=CC=CC=C2C=C1 N-phenyl-dinaphtho[2,1-b:1',2'-d]furan-6-amine